(2S)-1-[[5-chloro-2-[(5-cyano-3-pyridinyl)methoxy]-4-(4-phenylindan-1-yl)oxy-phenyl]methyl]piperidine-2-carboxylic acid ClC=1C(=CC(=C(C1)CN1[C@@H](CCCC1)C(=O)O)OCC=1C=NC=C(C1)C#N)OC1CCC2=C(C=CC=C12)C1=CC=CC=C1